NC1=CC=C2C(=CC(OC2=C1)=O)C(F)(F)F 7-Amino-4-Trifluoromethylcoumarin